FC1=C(C=CC=C1)C1=CC(=CN1)C#N 5-(2-fluoro-phenyl)-1H-pyrrole-3-carbonitrile